N-(1-(2-(2-ethylpyridin-4-yl)thiazol-5-yl)ethyl)-1-methyl-3-(trifluoro-methyl)-1H-pyrazole-5-carboxamide C(C)C1=NC=CC(=C1)C=1SC(=CN1)C(C)NC(=O)C1=CC(=NN1C)C(F)(F)F